1,1'-isopropylidene-bis(4-cyclohexanol) C(C)(C)(C1CCC(CC1)O)C1CCC(CC1)O